(2R)-2-(3-{3-[1-(4-amino-3-methyl-1H-pyrazolo[3,4-d]pyrimidin-1-yl)ethyl]-5-chloro-2-methoxy-6-methylphenyl}azetidin-1-yl)propanoic acid NC1=C2C(=NC=N1)N(N=C2C)C(C)C=2C(=C(C(=C(C2)Cl)C)C2CN(C2)[C@@H](C(=O)O)C)OC